P(=O)(=O)C=O phosphoformaldehyde